C(C=C)(=O)OC=C(CCCCCCCCCCCC)CCCCCCCCCC 2-decyl-1-tetradecenyl acrylate